C(CCCCCCCCCCCCCCC)(=O)Cl palmitoyl chloride